ClC1=C(C(=C(C=C1OC)OC)Cl)C#CC=1C(=CC(=NC1)NC(=O)N1CCCC2=CC=C(N=C12)C=O)OC(C)C N-(5-((2,6-dichloro-3,5-dimethoxyphenyl)ethynyl)-4-isopropoxypyridin-2-yl)-7-formyl-3,4-dihydro-1,8-naphthyridine-1(2H)-carboxamide